N-benzyl-N-(2-(tert-butylamino)-2-oxoethyl)-4-isocyanobenzamide C(C1=CC=CC=C1)N(C(C1=CC=C(C=C1)[N+]#[C-])=O)CC(=O)NC(C)(C)C